4-(ethylamino)quinazolin-2(1H)-one C(C)NC1=NC(NC2=CC=CC=C12)=O